ClC1=C(OCCC2=C(C(=O)O)C=CC=C2)C=CC(=C1)Cl 2,4-dichlorophenoxyethylbenzoic acid